ClC1=C(C(=CC=C1)[N+](=O)[O-])C=NC=1C=NC=CC1 1-(2-chloro-6-nitro-phenyl)-N-(3-pyridyl)methanimine